1-(2-chlorophenyl)-4-(dimethylamino)-7-(trifluoromethyl)quinolin-2(1H)-one ClC1=C(C=CC=C1)N1C(C=C(C2=CC=C(C=C12)C(F)(F)F)N(C)C)=O